ClC1=CC(=C(C=C1)C1=NC(=NC2=C1N=C(N(C2=O)C)C)N2CC(OCC2)(C)C)F 8-(4-chloro-2-fluorophenyl)-6-(2,2-dimethylmorpholino)-2,3-dimethylpyrimido[5,4-d]pyrimidin-4(3H)-one